CN1CC2CCC(C1)N2C(=O)C=2C=C1C(=NC2)NC=C1C=1C=C2CNC(C2=CC1)=O 5-(5-(3-methyl-3,8-diazabicyclo[3.2.1]octane-8-carbonyl)-1H-pyrrolo[2,3-b]pyridin-3-yl)isoindolin-1-one